ClC=1C=NC=CC1CC(C(=O)N1CCC(CC1)(C)O)NC 3-(3-chloro-4-pyridyl)-1-(4-hydroxy-4-methyl-1-piperidyl)-2-(methylamino)propan-1-one